2-((2-((4-(1-(1-(2-cyanoacetyl)piperidin-4-yl)-1H-pyrazol-4-yl)phenyl)amino)-5-(trifluoromethyl)pyrimidin-4-yl)amino)-N-methylbenzamide C(#N)CC(=O)N1CCC(CC1)N1N=CC(=C1)C1=CC=C(C=C1)NC1=NC=C(C(=N1)NC1=C(C(=O)NC)C=CC=C1)C(F)(F)F